6-(4-aminopiperidin-1-yl)-3-(4-cyano-3-fluorophenyl)-2-(3-hydroxy-4-methoxyphenyl)pyridine-4-carbonitrile NC1CCN(CC1)C1=CC(=C(C(=N1)C1=CC(=C(C=C1)OC)O)C1=CC(=C(C=C1)C#N)F)C#N